tert-butyl ((3-azabicyclo[3.1.0]hexan-6-yl)methyl)carbamate C12CNCC2C1CNC(OC(C)(C)C)=O